Tert-butyl 2-[2-[2-[2-[3-[1-(2,6-dioxo-3-piperidyl)-3-methyl-2-oxo-benzimidazol-4-yl] propoxy]ethoxy]ethoxy]ethoxy]acetate O=C1NC(CCC1N1C(N(C2=C1C=CC=C2CCCOCCOCCOCCOCC(=O)OC(C)(C)C)C)=O)=O